(17Z)-N,N-dimethylhexacosane-17-en-9-amine CN(C(CCCCCCCC)CCCCCCC\C=C/CCCCCCCC)C